1,3-bis{[2-(2-methylpropoxy)cyclohexan-1-yl]methyl}imidazolium CC(COC1C(CCCC1)CN1C=[N+](C=C1)CC1C(CCCC1)OCC(C)C)C